N-fluoro-4-methoxy-N-(4-methylpentyl)benzenesulfonamide FN(S(=O)(=O)C1=CC=C(C=C1)OC)CCCC(C)C